FC1(CCC(CC1)NC1=NN2C(C=N1)=C(C=C2)C=2C=NC=1N(C2)C=CN1)F N-(4,4-difluorocyclohexyl)-5-(imidazo[1,2-a]pyrimidin-6-yl)pyrrolo[2,1-f][1,2,4]triazin-2-amine